C(#C)C1=C2C(=CC(=CC2=CC=C1F)O)C1=CC=C2C(=NC(=NC2=C1F)OCC1(CC1)CN1CCOCC1)N1CCOCCC1 5-ethynyl-6-fluoro-4-(8-fluoro-2-((1-(morpholinomethyl)cyclopropyl)methoxy)-4-(1,4-oxazepan-4-yl)quinazolin-7-yl)naphthalen-2-ol